[N+](=O)([O-])C1=CC=2N(C3=CC=CC=C3C2C=C1)C1=CC(=CC=C1)C1=NC=CC=C1 2-nitro-9-(3-(pyridin-2-yl)phenyl)-9H-carbazole